O=C1NC2=CC(=CC=C2C1=CC=1NC=CC1)NC=1C=C(C=CC1C)NC(=O)NC1=C(C=CC(=C1)C(F)(F)F)F N-[3-[[2,3-Dihydro-2-oxo-3-(1H-pyrrol-2-ylmethylene)-1H-indol-6-yl]amino]-4-methylphenyl]-N'-[2-fluoro-5-(trifluoromethyl)phenyl]urea